3-[4-{4-[(6S)-6-(2-methoxy-2-oxoethyl)-2,3,9-trimethyl-6H-thieno[3,2-f][1,2,4]triazolo[4,3-a][1,4]diazepin-4-yl]phenyl}-3,6-dihydropyridin-1(2H)-yl]propanoic acid tert-butyl ester C(C)(C)(C)OC(CCN1CCC(=CC1)C1=CC=C(C=C1)C1=N[C@H](C=2N(C3=C1C(=C(S3)C)C)C(=NN2)C)CC(=O)OC)=O